2-((2,3,5,6-tetrafluoro-4-sulfamoylphenyl)sulfonyl)ethyl 2-phenylacetate C1(=CC=CC=C1)CC(=O)OCCS(=O)(=O)C1=C(C(=C(C(=C1F)F)S(N)(=O)=O)F)F